COC=1C=C(C=CC1OC)C1=NC2=C(N1C(C)C)C=C(C=C2)C2CCN(CC2)C2CCN(CC2)C(C)C 2-(3,4-dimethoxyphenyl)-1-isopropyl-6-(1'-isopropyl-[1,4'-bipiperidin]-4-yl)-1H-benzo[d]imidazole